C(C1=CC=CC=C1)(=S)N thio-benzamide